3-(3,5-dichlorophenyl)-3-(5-methyl-1-(2-(5,6,7,8-tetrahydro-1,8-naphthyridin-2-yl)ethyl)-1H-pyrazole-4-carboxamido)propionic acid ClC=1C=C(C=C(C1)Cl)C(CC(=O)O)NC(=O)C=1C=NN(C1C)CCC1=NC=2NCCCC2C=C1